N1=CC(=CC=C1)CNC1=C2N=CNC2=NC=N1 6-(pyridin-3-ylmethylamino)-9H-purin